NC=1C=2N(C3=CC(=CC(=C3N1)C)C(=O)N([C@@H]1COC3=C1C=CC(=C3)C(F)(F)F)C)C=NC2 (S)-4-amino-N,6-dimethyl-N-(6-(trifluoromethyl)-2,3-dihydrobenzofuran-3-yl)imidazo[1,5-a]quinoxaline-8-carboxamide